C1N(CCC2=CC=CC=C12)N1CC(CCC1)(O)O (3,4-dihydroisoquinolin-2(1H)-yl)-3-hydroxypiperidin-3-ol